O=C1NC(CCC1N1C(C2=CC=C(C=C2C1=O)NCCCCCC(=O)N1CCC(CC1)(C1=CC=CC=C1)F)=O)=O 2-(2,6-dioxopiperidin-3-yl)-5-((6-(4-fluoro-4-phenylpiperidin-1-yl)-6-oxohexyl)amino)isoindoline-1,3-dione